2-(1-(Cyclopropylmethyl)-7-(2-ethyl-6-methylpyridin-3-yl)-2-(1,2,5,6-tetrahydropyridin-3-yl)-1H-indol-5-yl)(4-(5-fluoro-3-methoxypyridin-2-yl)piperazin-1-yl)methanone C1(CC1)CN1C(=CC2=CC(=CC(=C12)C=1C(=NC(=CC1)C)CC)C1N(CCN(C1)C1=NC=C(C=C1OC)F)C=O)C=1CNCCC1